CC1(CC(C1)NC=1N=CC2=C(N1)NC=C2C2=NC=1N(C=C2)N=CC1)NC(C)=O N-((1r,3r)-1-methyl-3-((5-(pyrazolo[1,5-a]pyrimidin-5-yl)-7H-pyrrolo[2,3-d]pyrimidin-2-yl)amino)cyclobutyl)acetamide